C(CCCCCCCCCCC)C=1C=C(CBr)C=C(C1)CCCCCCCC 3-dodecyl-5-octylbenzyl bromide